2,12,14-tribromo-lysergic acid diethylamide C(C)N(C(=O)[C@H]1CN(C)[C@@H]2CC3=C(NC4=C(C=C(C(C2=C1)=C34)Br)Br)Br)CC